3-amino-N-((R)-7-((3R,4S)-3-fluoropiperidin-4-yl)chroman-3-yl)-6-methylthieno[2,3-b]pyridine-2-carboxamide NC1=C(SC2=NC(=CC=C21)C)C(=O)N[C@H]2COC1=CC(=CC=C1C2)[C@H]2[C@H](CNCC2)F